2-[(3-Aminopropyl)amino]ethanethiol dihydrochloride Cl.Cl.NCCCNCCS